N,N-bis(octadecyl)phenyl-ammonium chloride [Cl-].C(CCCCCCCCCCCCCCCCC)[NH+](CCCCCCCCCCCCCCCCCC)C1=CC=CC=C1